ClC1=C(COC=2C=C3CCC(C3=CC2)N2C(CC(CC2)C(=O)OC)C)C(=CC=C1)Cl methyl 1-(5-((2,6-dichlorobenzyl) oxy)-2,3-dihydro-1H-inden-1-yl)-2-methyl-piperidine-4-carboxylate